6-{[1-(D-alanyl-D-alanyl)azetidin-3-yl]oxy}-3-(2-boronoethyl)-2-hydroxybenzoic acid N[C@H](C)C(=O)N[C@H](C)C(=O)N1CC(C1)OC1=CC=C(C(=C1C(=O)O)O)CCB(O)O